P(=O)(OCCCCCCCCCCCCCCCCCCCCCC)([O-])[O-] mono-behenyl phosphate